2-(4-(2-fluoro-9-hydroxy-9-(trifluoromethyl)-9H-fluoren-4-yl)-1H-pyrazol-1-yl)-N'-(4-fluorophenyl)-3-methylbutanehydrazide FC1=CC=2C(C3=CC=CC=C3C2C(=C1)C=1C=NN(C1)C(C(=O)NNC1=CC=C(C=C1)F)C(C)C)(C(F)(F)F)O